N-(2-Cyclohexyl-4-((4-(trifluoromethyl)benzyl)amino)phenyl)-2,3-difluoroheptanamid C1(CCCCC1)C1=C(C=CC(=C1)NCC1=CC=C(C=C1)C(F)(F)F)NC(C(C(CCCC)F)F)=O